1-[2-(4-chloro-2-hydroxy-6-methyl-phenyl)-1-methyl-imidazo[4,5-b]pyrazin-5-yl]pyrrolidin-3-ol ClC1=CC(=C(C(=C1)C)C1=NC=2C(=NC=C(N2)N2CC(CC2)O)N1C)O